C1=CC=C2C(=C1)C(=CN2)C[C@@]3([C@@H]([C@H](OC3=O)[C@H](CO)O[C@H]4[C@@H]([C@H]([C@@H]([C@H](O4)CO)O)O)O)O)O The molecule is a dihydroascorbigen hexoside in which the hexoside component is a beta-D-glucosyl residue attached at position 5 via a glycosidic bond.